C(C)P(CC)CC triethylphosphine